(2R)-2-(6-{5-chloro-2-[(oxan-4-yl)amino]pyrimidin-4-yl}-1-oxo-2,3-dihydro-1H-isoindol-2-yl)-4-(dimethylamino)-N-[(1R)-1-(3-methoxyphenyl)ethyl]butanamide ClC=1C(=NC(=NC1)NC1CCOCC1)C1=CC=C2CN(C(C2=C1)=O)[C@@H](C(=O)N[C@H](C)C1=CC(=CC=C1)OC)CCN(C)C